C(C)(C)(C)OC(=O)N1CCC2(CC1)OC1=CC(=C(C=C1C(C2)=O)Br)OCOCCOC 6-bromo-7-((2-methoxyethoxy)methoxy)-4-oxospiro[chromane-2,4'-piperidine]-1'-carboxylic acid tert-butyl ester